BrC=1C=C2C(=NC=NC2=CC1)N[C@H](C(=O)N1CCN(CC1)C)C(C)(C)C (S)-2-((6-bromoquinazolin-4-yl)amino)-3,3-dimethyl-1-(4-methylpiperazin-1-yl)butan-1-one